N-(4-{1-[(pyridin-3-yl)carbonyl]piperidin-4-yl}butyl)thieno[2,3-c]pyridine-2-carboxamide N1=CC(=CC=C1)C(=O)N1CCC(CC1)CCCCNC(=O)C1=CC=2C(=CN=CC2)S1